C(OC[C@H]1[C@@H](C1)C)(OC1=CC=C(C=C1)[N+](=O)[O-])=O (trans-2-methylcyclopropyl)methyl (4-nitrophenyl) carbonate